(R)-5-(4-((8-aminoimidazo[1,2-a]pyrazin-3-yl)methyl)-5-(3-aminopiperidin-1-yl)pyridin-2-yl)indolin-2-one NC=1C=2N(C=CN1)C(=CN2)CC2=CC(=NC=C2N2C[C@@H](CCC2)N)C=2C=C1CC(NC1=CC2)=O